5,7-dichloro-8-fluoro-2-sulfanylpyrido[4,3-d]pyrimidin-4-ol ClC1=NC(=C(C=2N=C(N=C(C21)O)S)F)Cl